16-methyl-azacyclohexadecan-2-one CC1CCCCCCCCCCCCCC(N1)=O